COC(CCCCCCC(=O)N[C@H](C(=O)N1[C@@H](C[C@H](C1)O)NC(=O)[C@H](C)C=1C=CC2=C(C1)OCC=1N=CSC12)C(C)(C)C)=O 8-(((S)-1-((2S,4R)-2-(((R)-1-(4H-chromeno[3,4-d]thiazol-7-yl)ethyl)formamido)-4-hydroxypyrrolidin-1-yl)-3,3-dimethyl-1-oxobutan-2-yl)amino)-8-oxooctanoic acid methyl ester